(diisopropylamino)dibromoborane C(C)(C)N(C(C)C)B(Br)Br